C12COCC(N1C=1SC3=C(N1)C=CC(=C3C(=O)NC3=C(C(=O)O)C(=CC(=C3)F)F)OC)C2 2-(2-(3-Oxa-6-azabicyclo[3.1.1]heptan-6-yl)-6-methoxybenzo[d]thiazole-7-carboxamido)-4,6-difluorobenzoic acid